1-(2,6,6-trimethyl-1-cyclohex-2-enyl)hepta-1,6-dien-3-one CC=1C(C(CCC1)(C)C)C=CC(CCC=C)=O